Cl.Cl.N1=CC(=CC=C1)N1C(CNCC1)=O 1-(pyridin-3-yl)piperazin-2-one dihydrochloride